ClC1=CC2=C(C=N1)C(=NN2CC2(CCCCC2)CO)C#CC2(CCN(CC2)C)F (1-((6-chloro-3-((4-fluoro-1-methylpiperidin-4-yl)ethynyl)-1H-pyrazolo[4,3-c]pyridin-1-yl)methyl)cyclohexyl)methanol